FC(C(=O)O)(F)F.FC(C(=O)O)(F)F.C1(=CC=CC=C1)CCC(C(=O)N)NCCC1=CC(=CC=C1)OC(F)(F)F 4-phenyl-2-((3-(trifluoromethoxy)phenethyl)amino)butanamide di-trifluoroacetate